1-carboxypropyl-2-yl disulfide C(=O)(O)C1C(C)SS1